ClC1=NC(=NC=C1)NC=1C(=NN(C1)CC(F)F)OC chloro-N-(1-(2,2-difluoroethyl)-3-methoxy-1H-pyrazol-4-yl)pyrimidin-2-amine